CC(C)CCC[C@@H](C)[C@H]1CC[C@H]2[C@@H]3CC=C4C[C@@H](O)CC[C@]4(C)[C@H]3CC[C@]12C endo-cholesterol